Trihydroxy-trans-stilben OC1=C(C(=C(C=C1)\C=C\C1=CC=CC=C1)O)O